C(C)OC([O-])=O.[NH+]=1CCCN2C1CCCCC2 2,3,4,6,7,8,9,10-octahydropyrimido[1,2-a]azepin-1-ium ethyl-carbonate